C(#N)CC1CC1CN(C)C 2-(cyanomethyl)-3-[(dimethylamino)methyl]cyclopropane